ClC=1C=C2C(=C(NC2=CC1)C(=O)NCCCCNS(=O)(=O)C1=CC=C(C=C1)C)S(=O)(=O)C1=CC(=CC(=C1)C)C 5-chloro-3-((3,5-dimethylphenyl)sulfonyl)-N-(4-((4-methylphenyl)sulfonamido)butyl)-1H-indole-2-carboxamide